3-ethyl-6-(3-(heptyloxy)-3-oxopropyl)-12-hexyl-10-oxo-9,11-dioxa-3,6-diazahenicosan-21-oate C(C)N(CC)CCN(CCOC(OC(CCCCCCCCC(=O)[O-])CCCCCC)=O)CCC(=O)OCCCCCCC